N[C@H](C(=O)O)CCC1=CC(OC2=CC(=CC=C12)O)=O (2S)-2-amino-4-(7-hydroxy-2-oxo-2H-chromen-4-yl)butyric acid